5-(2-(4-methyl-2-phenylpiperidin-1-yl)-2-oxoacetamido)nicotinamide CC1CC(N(CC1)C(C(=O)NC=1C=NC=C(C(=O)N)C1)=O)C1=CC=CC=C1